C=1(C(=CC=C2C=CC=CC12)O)C(=O)[O-] naphthalen-2-olcarboxylate